racemic-1-(5-chloro-2-((6-methoxy-2-methyl-1,2,3,4-tetrahydroisoquinolin-7-yl)amino)pyrimidin-4-yl)indoline-3-carboxylic acid ClC=1C(=NC(=NC1)NC1=C(C=C2CCN(CC2=C1)C)OC)N1C[C@@H](C2=CC=CC=C12)C(=O)O |r|